CC1=C(C(=CC=C1)C)NC(=O)N(C2=C(C=C(C=C2)OC)OC)C3=NC=NC(=C3)NC4=CC=C(C=C4)N5CCN(CC5)C The molecule is a member of the class of phenylureas that is a potent inhibitor of salt-inducible kinase 2, a potential target protein for therapy in ovarian cancer. It has a role as an antineoplastic agent and a salt-inducible kinase 2 inhibitor. It is a dimethoxybenzene, an aminopyrimidine, a N-arylpiperazine, a N-alkylpiperazine, a secondary amino compound and a member of phenylureas.